N-(3-fluorophenethyl)-2-((5-(furan-2-yl)-4H-1,2,4-triazol-3-yl)thio)acetamide FC=1C=C(CCNC(CSC2=NN=C(N2)C=2OC=CC2)=O)C=CC1